3-Hydroxy-1-(((5-nitro-1-(phenylsulfonyl)-1H-pyrrolo[2,3-b]pyridin-4-yl)amino)amino)cyclopentane 1-ethyl-formate C(C)C(=O)O.OC1CC(CC1)NNC1=C2C(=NC=C1[N+](=O)[O-])N(C=C2)S(=O)(=O)C2=CC=CC=C2